C(C=C)(=O)OCC12C3CCCC3C(CC1)C2 tricyclo[5.2.1.02,6]decylmethyl acrylate